[Na+].[K+].C1(CCCCC1)C(C(=O)[O-])(C(=O)[O-])C 2-cyclohexyl-2-methylmalonic acid potassium sodium salt